S1SNC=N1 1,2,3,5-dithiadiazol